C1(=CC=C(C=C1)C1=CC=CC2=C1NC(=N2)C2=CC=C(C(=O)O)C=C2)C=2CCCCC2 4-(7-(2',3',4',5'-tetrahydro-[1,1'-biphenyl]-4-yl)-1H-benzo[d]imidazol-2-yl)benzoic acid